C1(CC1)N1C[C@@H](N(CC1)CC1=C2C=CNC2=C(C=C1OC)C)C1=CC=C(C(=O)O)C=C1 (S)-4-(4-cyclopropyl-1-((5-methoxy-7-methyl-1H-indol-4-yl)methyl)piperazin-2-yl)benzoic Acid